(cis)-tert-Butyl 1-(2-((1-(tert-butoxy)-2-methyl-1-oxopropan-2-yl) oxy) ethyl)-6,6-difluorohexahydropyrrolo[3,2-c]pyrazole-4(2H)-carboxylate C(C)(C)(C)OC(C(C)(C)OCCN1NC[C@H]2[C@@H]1C(CN2C(=O)OC(C)(C)C)(F)F)=O